ClC1=CC=C(C(=N1)C1=NN(C=N1)C)NC(C)C=1C=2C3=C(N(C(C2C=C(C1)C)=O)C)N(N=C3)C3CN(CCC3)C 9-[1-[[6-chloro-2-(1-methyl-1,2,4-triazol-3-yl)-3-pyridinyl]amino]ethyl]-4,7-dimethyl-3-(1-methyl-3-piperidinyl)pyrazolo[3,4-c]isoquinolin-5-one